11-oxo-undecan O=CCCCCCCCCCC